O1C(CCCC1)N1C=2C=CC=3OCCCOCCCCN4N=CC(C(=N1)C2C3)=C4 19-(oxan-2-yl)-10,14-dioxa-4,5,19,20-tetraazatetracyclo[13.5.2.12,5.018,21]tricosa-1(20),2(23),3,15(22),16,18(21)-hexaene